2-(2-chlorophenyl)-N-(cyclopropylaminothioformyl)-2-(4-(trifluoromethyl)pyridin-2-yl)acetamide ClC1=C(C=CC=C1)C(C(=O)NC(=S)NC1CC1)C1=NC=CC(=C1)C(F)(F)F